ClC1=NC2=C(C=3C=CC(=CC13)C(=O)OCC)C=CN2 ethyl 5-chloro-3H-pyrrolo[2,3-c]isoquinoline-7-carboxylate